(1R,2S,3R,5R)-3-[4-amino-5-(4-benzyl-1,3-thiazol-2-yl)-2-chloropyrrolo[2,3-d]pyrimidin-7-yl]-5-[1-(prop-2-en-1-yl)piperidin-4-yl]cyclopentane-1,2-diol 2HCl salt Cl.Cl.NC=1C2=C(N=C(N1)Cl)N(C=C2C=2SC=C(N2)CC2=CC=CC=C2)[C@H]2[C@@H]([C@@H]([C@H](C2)C2CCN(CC2)CC=C)O)O